C1(CC1)CN(C(=S)N)C=1C=C(C=CC1C)C1=CC=C(C=C1)CCN1CCN(CC1)C 1-(Cyclopropylmethyl)-1-(4-methyl-4'-(2-(4-methylpiperazin-1-yl)ethyl)-[1,1'-biphenyl]-3-yl)thiourea